(4aS,6R,8aS)-11-methyl-3-methoxy-4a,5,9,10,11,12-hexahydro-6H-benzofuro[3a,3,2-ef][2]benzazepine CN1CC2=C3[C@@]4(CC1)[C@@H](OC3=C(C=C2)OC)CCC=C4